3-(6-amino-2-oxo-benzo[cd]indol-1-yl)piperidine-2,6-dione hydrochloride salt Cl.NC=1C=2C3=C(C(N(C3=CC1)C1C(NC(CC1)=O)=O)=O)C=CC2